C(#N)NC(C1=C(C=CC=C1)N1N=CC(=C1)C1=CN(C(C=C1C=1C=NN(C1)C)=O)C)=O N-cyano-2-(4-(1-methyl-4-(1-methyl-1H-pyrazol-4-yl)-6-oxo-1,6-dihydropyridin-3-yl)-1H-pyrazol-1-yl)benzamide